glutathione monosodium salt [Na].N[C@H](C(=O)O)CCC(=O)N[C@@H](CS)C(=O)NCC(=O)O